2-(4-methylpiperazin-1-yl)-N-(6-(thiazol-5-yl)isoquinolin-3-yl)acetamide CN1CCN(CC1)CC(=O)NC=1N=CC2=CC=C(C=C2C1)C1=CN=CS1